5-(4-(4-(2,6-dioxopiperidin-3-yl)-3,5-difluorophenyl)piperidin-1-yl)pyrimidine-2-carbaldehyde O=C1NC(CCC1C1=C(C=C(C=C1F)C1CCN(CC1)C=1C=NC(=NC1)C=O)F)=O